N-[3-[6-(difluoromethoxy)-1,1-dioxo-3,4-dihydro-2H-1lambda6,4-benzothiazin-7-yl]-1-methyl-pyrazol-4-yl]pyrazolo[1,5-a]pyrimidine-3-carboxamide FC(OC=1C(=CC2=C(NCCS2(=O)=O)C1)C1=NN(C=C1NC(=O)C=1C=NN2C1N=CC=C2)C)F